[Cl-].C(=C)C[N+](C)(C)CC1=CC=CC=C1 vinyl-benzyl-trimethylammonium chloride